CC1=CC(=CC(=C1O)C(C)(C)C)SC2=CC(=C(C(=C2)C)O)C(C)(C)C 4,4-thiobis(6-tert-butyl-o-cresol)